FC=1C=C(C=C(C1F)F)C1(NC2=CC=CC=C2N=C1NCC=1OC=CC1)N 2-(3,4,5-trifluorophenyl)-N3-(furan-2-ylmethyl)quinoxaline-2,3-diamine